(4-{2-cyclopropyl-6-[4-fluoro-3-(propan-2-yl)phenyl]imidazo[1,2-a]pyrazin-3-yl}-3-fluorophenoxy)phosphonic acid C1(CC1)C=1N=C2N(C=C(N=C2)C2=CC(=C(C=C2)F)C(C)C)C1C1=C(C=C(OP(O)(O)=O)C=C1)F